2-fluoro-4-(isocyanatomethyl)-1-(propan-2-yloxy)benzene FC1=C(C=CC(=C1)CN=C=O)OC(C)C